N-((5aR,5bS,7aS,10aS,10bR)-5a,7a-dimethyl-8-oxo-5,5a,5b,6,7,7a,8,9,10,10a,10b,11,12,12a-tetradecahydro-4H-cyclopenta[7,8]phenanthro[2,1-d]thiazol-2-yl)-N-(3-methoxyphenyl)acetamide C[C@@]12CCC=3N=C(SC3C2CC[C@H]2[C@H]3[C@](CC[C@H]12)(C(CC3)=O)C)N(C(C)=O)C3=CC(=CC=C3)OC